tert-butyl 7-bromo-2,3-dihydro-1H-pyrido[2,3-b][1,4]oxazine-1-carboxylate BrC1=CC2=C(OCCN2C(=O)OC(C)(C)C)N=C1